4-[[[[4-(1,1-dimethylethyl)phenyl]sulfonyl]amino]methyl]-N-3-pyridinyl-benzamide CC(C)(C)C1=CC=C(C=C1)S(=O)(=O)NCC1=CC=C(C(=O)NC=2C=NC=CC2)C=C1